1-(4-(tert-Butoxycarbonyl)piperazine-1-carbonyl)-3-methyl-1H-imidazole C(C)(C)(C)OC(=O)N1CCN(CC1)C(=O)N1CN(C=C1)C